5-AMINOCARBONYLPYRIDINE-2-BORONIC ACID NC(=O)C=1C=CC(=NC1)B(O)O